BrC1=NO[C@](C1)(C)C=1C=CC(=C(NC2=CC(=CC=C2)C(F)(F)F)C1)C 5-[(5S)-3-bromo-5-methyl-4H-isoxazol-5-yl]-2-methyl-N-[3-(trifluoromethyl)phenyl]aniline